C(C)(C)C1(CC1)C(=O)N1C[C@H]2OC3=C([C@@H]1C2)C=NC=C3C#N (2S,5S)-4-(1-isopropylcyclopropane-1-carbonyl)-2,3,4,5-tetrahydro-2,5-methanopyrido[3,4-f][1,4]oxazepine-9-carbonitrile